4-((allylthio)(phenyl)methyl)-2,6-bis-tert-butylphenol C(C=C)SC(C1=CC(=C(C(=C1)C(C)(C)C)O)C(C)(C)C)C1=CC=CC=C1